O[C@@H]1[C@]2(C)[C@@H](CC1)[C@@H]1CCC3=CC(CC[C@]3(CO)[C@H]1CC2)=O (17beta)-17,19-dihydroxyandrost-4-en-3-one